O1COC2=C1C=CC(=C2)CCNC2=CC(=NC=N2)OC=2C=C(C=CC2)NC(CCl)=O N-(3-((6-((2-(benzo[d][1,3]dioxol-5-yl)ethyl)amino)pyrimidin-4-yl)oxy)phenyl)-2-chloroacetamide